NC1=NNC2=C1C(=NC(=C2C2=NC=CC=N2)C)C2=CC=C(CNC(C1=C(C=CC(=C1)F)OC)=O)C=C2 N-(4-(3-amino-6-methyl-7-(pyrimidin-2-yl)-1H-pyrazolo[4,3-c]pyridin-4-yl)benzyl)-5-fluoro-2-methoxybenzamide